CC=1C=C(CN2CC3=NC(=CC=C3C2=O)NCC=2C=NC=CC2)C=C(C1)C 6-(3,5-Dimethylbenzyl)-2-((pyridin-3-ylmethyl)amino)-6,7-dihydro-5H-pyrrolo[3,4-b]pyridin-5-one